1-(6-((4-(2-cyano-6-(1H-imidazol-2-yl)pyridin-3-yl)piperidin-1-yl)methyl)pyrimidin-4-yl)-3-ethylurea C(#N)C1=NC(=CC=C1C1CCN(CC1)CC1=CC(=NC=N1)NC(=O)NCC)C=1NC=CN1